C(C)O[Si](OCC)(OCC)CCCC=1C=C(C(=O)N)C=CC1[N+](=O)[O-] 3-(triethoxysilylpropyl)p-nitrobenzamide